bromo ethylacetate C(C)CC(=O)OBr